3-methyl-ε-caprolactone CC1CC(=O)OCCC1